FC1=CC(=C(OC=2N=NC(=CC2C(=O)NC2=CC(=CC=C2)S(=O)(=N)C)C)C=C1)OC 3-(4-Fluoro-2-methoxyphenoxy)-6-methyl-N-(3-(S-methylsulfonimidoyl)phenyl)pyridazine-4-carboxamide